2-(2,6-difluoro-4-(2-(2-fluoro-4-(trifluoromethyl)phenyl)-2-methylbenzo[d][1,3]dioxol-4-yl)benzyl)-1-(2-methoxyethyl)-1H-benzo[d]imidazole-6-carboxylic acid FC1=C(CC2=NC3=C(N2CCOC)C=C(C=C3)C(=O)O)C(=CC(=C1)C1=CC=CC=3OC(OC31)(C)C3=C(C=C(C=C3)C(F)(F)F)F)F